NC1=NN(C(=C1)C)CC(C)(O)C 1-(3-amino-5-methyl-1H-pyrazol-1-yl)-2-methylpropan-2-ol